C1=CC=CC=2C3=CC=CC=C3C(C12)CC(NCCCOCCOCCOCCCNC(OC(C)(C)C)=O)=O tert-butyl (1-(9H-fluoren-9-yl)-2-oxo-7,10,13-trioxa-3-azahexadecan-16-yl)carbamate